3-amino-1-[4-(2-oxo-2H-pyridin-1-ylmethyl)-benzyl]-1H-pyrazole-4-carboxylic acid ethyl ester C(C)OC(=O)C=1C(=NN(C1)CC1=CC=C(C=C1)CN1C(C=CC=C1)=O)N